pyridine-5(4H)-carboxamide N1=CCCC(=C1)C(=O)N